N=1C=NN2C1C=C(C=C2)C=2C=CC(=C(C2)NC2=NC=NC1=CC(=C(C=C21)NC(C=C)=O)OC)OC N-(4-((5-([1,2,4]triazolo[1,5-a]pyridin-7-yl)-2-methoxyphenyl)amino)-7-methoxy-quinazolin-6-yl)acrylamide